1-(benzo[d]isothiazole-3-carboxamido)-8-(2-chloro-5-fluorophenyl)-6-oxo-5,6,7,8-tetrahydroimidazo[1,5-a]pyrazin-3-yl acetate C(C)(=O)OC1=NC(=C2N1CC(NC2C2=C(C=CC(=C2)F)Cl)=O)NC(=O)C2=NSC1=C2C=CC=C1